N-[[6-(1-methylpyrazole-4-carbonyl)-6-azaspiro[2.5]octan-2-yl]methyl]-1,3-dihydropyrrolo[3,4-c]pyridine-2-carboxamide CN1N=CC(=C1)C(=O)N1CCC2(C(C2)CNC(=O)N2CC=3C=NC=CC3C2)CC1